C1(=CC=CC=C1)[C@H](C(=O)O)C |r| racemic-2-phenylpropionic acid